C(#N)C1(CCN(CC1)C1=C(C=NC2=CC(=C(C=C12)F)F)C(=O)N1CCN(CC1)C(=O)NCC)C 4-(4-(4-cyano-4-methylpiperidin-1-yl)-6,7-difluoroquinoline-3-carbonyl)-N-ethylpiperazine-1-carboxamide